4-amino-7-fluoro-N-methyl-N-((4R)-7-(trifluoromethyl)-3,4-dihydro-2H-chromen-4-yl)-1,3-dihydrofuro[3,4-c]-quinoline-8-carboxamide NC1=NC=2C=C(C(=CC2C2=C1COC2)C(=O)N([C@@H]2CCOC1=CC(=CC=C21)C(F)(F)F)C)F